1,2-Bis(diisopropylphosphino)ethane C(C)(C)P(CCP(C(C)C)C(C)C)C(C)C